BrC1=CC=C(C=C1)C=1C(=CC(=CC1)Br)C1=CC=CC=C1 4,4'-dibromo-terphenyl